4-[(1S)-1-[[2-[(3R)-3-(3-Chlorophenoxy)pyrrolidin-1-yl]-2-ethylbutane-carbonyl]amino]ethyl]benzoic acid, hydrochloride Cl.ClC=1C=C(O[C@H]2CN(CC2)C(CC(=O)N[C@@H](C)C2=CC=C(C(=O)O)C=C2)(CC)CC)C=CC1